perfluoroisopropyl-aniline tert-butyl-((S)-1-((2S,4R)-2-((2-fluoro-4-((trimethylsilyl)ethynyl)benzyl)carbamoyl)-4-hydroxypyrrolidin-1-yl)-3,3-dimethyl-1-oxobutan-2-yl)carbamate C(C)(C)(C)N(C(O)=O)[C@H](C(=O)N1[C@@H](C[C@H](C1)O)C(NCC1=C(C=C(C=C1)C#C[Si](C)(C)C)F)=O)C(C)(C)C.FN(C1=C(C(=C(C(=C1F)F)F)F)F)C(C(F)(F)F)(C(F)(F)F)F